tert-butyl N-[(1S)-1-[[1-[1-(6-chloro-3-methoxy-pyridazin-4-yl)-3,3-difluoro-propyl]pyrazol-4-yl]carbamoyl]-2,2-dicyclopropyl-ethyl]carbamate ClC1=CC(=C(N=N1)OC)C(CC(F)F)N1N=CC(=C1)NC(=O)[C@H](C(C1CC1)C1CC1)NC(OC(C)(C)C)=O